1-(4-BROMOPYRIDIN-2-YL)-N-(6-METHOXY-1-METHYL-1H-INDAZOL-7-YL)-1H-PYRAZOLE-4-SULFONAMIDE BrC1=CC(=NC=C1)N1N=CC(=C1)S(=O)(=O)NC=1C(=CC=C2C=NN(C12)C)OC